CC(C[Si](OCC)(OCC)OCC)C=C 2-methyl-3-butenyltriethoxysilane